[N+](=O)([O-])C=1C=CC=C2C(=CNC12)C=O 7-NITROINDOLE-3-CARBOXALDEHYDE